bis(5-cyclohexyl-4-hydroxy-2-methylphenyl)-2-hydroxyphenyl-methane C1(CCCCC1)C=1C(=CC(=C(C1)C(C1=C(C=CC=C1)O)C1=C(C=C(C(=C1)C1CCCCC1)O)C)C)O